ClC=1C=C(C=CC1F)NC1=NC(=NC2=CC(=C(C=C12)NC(C=CCN(C)C)=O)C1CC1)OC 4-[(3-chloro-4-fluorophenyl)amino]-6-{[4-(N,N-dimethyl-amino)-1-oxo-2-buten-1-yl]amino}-7-cyclopropyl-methoxy-quinazoline